(R)-2-(6-((2-fluoro-3-hydroxy-3-methylbutyl)amino)pyridazin-3-yl)-3-methyl-5-(trifluoromethyl)phenol F[C@H](CNC1=CC=C(N=N1)C1=C(C=C(C=C1C)C(F)(F)F)O)C(C)(C)O